N-(4-methoxybenzyl)-1,4-dioxaspiro[4.5]dec-7-en-8-amine COC1=CC=C(CNC2=CCC3(OCCO3)CC2)C=C1